carvacryl cyclopropanecarboxylate C1(CC1)C(=O)OC1=CC(C(C)C)=CC=C1C